BrC=1C=C2C(=CNC2=CC1)/C(/C#N)=C/C=1C=NC=CC1OC1=CC=C(C=C1)F (Z)-2-(5-bromo-1H-indol-3-yl)-3-(4-(4-fluorophenoxy)pyridin-3-yl)acrylonitrile